FC1=CC=C(C=C1)C=1N=C2COCCN2C1C=1SC=C(N1)C(=O)NC1=NC=C(C=C1)N1CCN(CC1)C 2-(2-(4-fluorophenyl)-6,8-dihydro-5H-imidazo[2,1-c][1,4]oxazin-3-yl)-N-(5-(4-methylpiperazin-1-yl)pyridin-2-yl)thiazole-4-carboxamide